2-(2,6-dioxo-3-piperidyl)-5-[4-(hydroxymethyl)-1-piperidyl]isoindoline-1,3-dione O=C1NC(CCC1N1C(C2=CC=C(C=C2C1=O)N1CCC(CC1)CO)=O)=O